C(=CC1=CC=C(C(=O)O)C=C1)C1=CC=C(C(=O)O)C=C1 4,4'-(1,2-Ethenediyl)bis[benzoic acid]